C(N1N=C(C(=C1)NC=1N=CC2=C(N1)N(C(=C2)C#N)[C@H]2COC[C@@H]2C)O[C@H]2[C@@H](OC2)C)([2H])([2H])[2H] 2-((1-(methyl-d3)-3-(((2s,3r)-2-methyloxetan-3-yl)oxy)-1H-pyrazol-4-yl)amino)-7-((3r,4r)-4-methyltetrahydrofuran-3-yl)-7H-pyrrolo[2,3-d]pyrimidine-6-carbonitrile